FC=1C2=C(N3C1CN(CC3)C(CCOCCC)=O)N=CC(=C2)C2COC2 1-(3-(5-fluoro-3-(oxetan-3-yl)-8,9-dihydropyrido[3',2':4,5]pyrrolo[1,2-a]pyrazin-7(6H)-yl)-3-oxopropoxy)propan